4-(4'-(5-methyl-1,3,4-thiadiazol-2-yl)-[1,1'-biphenyl]-4-yl)-1H-1,2,3-triazole-5-carboxylic acid CC1=NN=C(S1)C1=CC=C(C=C1)C1=CC=C(C=C1)C=1N=NNC1C(=O)O